trans-3-((3,3-Difluorocyclobutyl)amino)-5-(4-hydroxycyclohexyl)-8-(4-methylpiperazin-1-yl)pyrimido[4,5-c]isoquinolin-6(5H)-one Triformate Salt C(=O)O.C(=O)O.C(=O)O.FC1(CC(C1)NC=1N=CC2=C(N(C(C=3C=C(C=CC23)N2CCN(CC2)C)=O)[C@@H]2CC[C@H](CC2)O)N1)F